[7-(fluoromethoxy)-1-methyl-1,2,3,4-tetrahydroisoquinoline-2-carbonyl]-6-methyl-N-(1-methylcyclopropyl)furo[2,3-d]pyrimidin-4-amine FCOC1=CC=C2CCN(C(C2=C1)C)C(=O)C=1N=C(C2=C(N1)OC(=C2)C)NC2(CC2)C